ClC1=CC=C(C=C1)N1N=CC(=C1C(F)(F)F)CO (1-(4-chlorophenyl)-5-(trifluoromethyl)-1H-pyrazol-4-yl)methanol